2-(9-(5-((tert-butyldimethylsilyl)oxy)pentan-2-yl)-3,9-diazaspiro[5.5]-undecan-3-yl)propane-1,3-diyl bis(2-hexyldecanoate) C(CCCCC)C(C(=O)OCC(COC(C(CCCCCCCC)CCCCCC)=O)N1CCC2(CC1)CCN(CC2)C(C)CCCO[Si](C)(C)C(C)(C)C)CCCCCCCC